FC(N1C=C(C=2N=C(N=CC21)SCC=2C=CC(=C(C2)CC(=O)O)F)N2CC(C(C2)(F)F)(F)F)F 2-(5-(((5-(difluoromethyl)-7-(3,3,4,4-tetrafluoropyrrolidin-1-yl)-5H-pyrrolo[3,2-d]pyrimidin-2-yl)thio)methyl)-2-fluorophenyl)acetic acid